Cl.ClC=1C=C(C=CC1C)NC1N(C(=NC(=N1)N)N1CCOCC1)C1=CC=C(C=C1)C N-(3-Chloro-4-methylphenyl)-6-morpholine-4-yl-N1-p-tolyl-[1,3,5]triazine-2,4-diamine hydrochloride